BrC1=C(C=C(C2=C1N=NS2)Br)Cl 4,7-dibromo-5-chloro-benzothiadiazole